BrC1=NC=C(C=C1NC(=O)C1=COC=C1)Br N-(2,5-dibromopyridin-3-yl)furan-3-carboxamide